4-[4-fluoro-2-(2,2,2-trifluoroethoxy)phenyl]-2-[6-(2-hydroxypropan-2-yl)pyridin-3-yl]-2,3-dihydro-1H-pyrrolo[3,4-c]pyridin-1-one FC1=CC(=C(C=C1)C1=NC=CC2=C1CN(C2=O)C=2C=NC(=CC2)C(C)(C)O)OCC(F)(F)F